C1(=CC=CC2=CC=CC=C12)C(=O)N1CCN(CC1)C(C(CCCCNC(C=C)=O)NC(C1=NC=CC=C1)=O)=O N-(1-(4-(1-Naphthoyl)piperazin-1-yl)-6-acrylamido-1-oxohexan-2-yl)picolinamide